5-(Imidazo[1,2-a]pyridin-6-yl)-N-(1-methylpiperidin-4-yl)pyrrolo[2,1-f][1,2,4]triazin-2-amine N=1C=CN2C1C=CC(=C2)C=2C=CN1N=C(N=CC12)NC1CCN(CC1)C